FC1=C(C=C(C(=C1)C(F)(F)F)C1=NN(C=N1)C)NC(=O)N1C2CC(CC1(C2)C=2OC(=NN2)COC)C N-(2-fluoro-5-(1-methyl-1H-1,2,4-triazol-3-yl)-4-(trifluoromethyl)phenyl)-1-(5-(methoxymethyl)-1,3,4-oxadiazol-2-yl)-3-methyl-6-azabicyclo[3.1.1]heptane-6-carboxamide